NC=1N(C=2C(=C3C=CC=NC3=CC2C)N1)C 2-amino-3,4-dimethyl-3H-imidazo[4,5-F]quinoline